ethyl-3,3-dimethyl-4-aminobutyric acid hydrochloride Cl.C(C)C(C(=O)O)C(CN)(C)C